[Si](C)(C)(C(C)(C)C)N=S(=O)(N)C1=CN=C(S1)C1(COC(OC1)(C)C)O N'-(tert-butyldimethylsilyl)-2-(5-hydroxy-2,2-dimethyl-1,3-dioxan-5-yl)thiazole-5-sulfonimidamide